7-{(1S)-1-[1-(2,3-difluorophenyl)-1H-1,2,3-triazol-4-yl]propyl}-5-(4-methoxypyrimidin-5-yl)-7H-pyrrolo[2,3-d]pyrimidin-4-amine FC1=C(C=CC=C1F)N1N=NC(=C1)[C@H](CC)N1C=C(C2=C1N=CN=C2N)C=2C(=NC=NC2)OC